CCC(C)S(=O)/N=C/C=1N(C(=C(N1)C)C)C methyl-N-[(1E)-(1,4,5-trimethylimidazol-2-yl)methylene]propane-2-sulfinamide